2-(1-(2-Methoxyethyl)-1H-imidazol-2-yl)-6-(1-methyl-1H-pyrazol-3-yl)-5-phenylthieno[2,3-d]pyrimidin-4-ol COCCN1C(=NC=C1)C=1N=C(C2=C(N1)SC(=C2C2=CC=CC=C2)C2=NN(C=C2)C)O